ClC1=C(C=CC=C1NC(=O)C=1N(C2=C(CN(CC2)C(=O)OC(C)(C)C)N1)C)C1=C(C(=CC=C1)NC=1N=CC=C2C=C(C=NC12)C=O)C tert-butyl 2-((2-chloro-3'-((3-formyl-1,7-naphthyridin-8-yl)amino)-2'-methyl-[1,1'-biphenyl]-3-yl)carbamoyl)-1-methyl-1,4,6,7-tetrahydro-5H-imidazo[4,5-c]pyridine-5-carboxylate